ClC1=CC(=C(C=C1)/C=C/C(=O)N1[C@@H](C[C@H](C1)C1=CC=CC=C1)C(=O)N[C@@H](C[C@H]1C(NCC1)=O)C#N)F (2S,4S)-1-((E)-3-(4-chloro-2-fluorophenyl)acryloyl)-N-((S)-1-cyano-2-((S)-2-oxopyrrolidin-3-yl)ethyl)-4-phenylpyrrolidine-2-carboxamide